FC(CN1CC=2C=NC=CC2C1=O)CF 2-(2,3-difluoropropyl)-2,3-dihydro-1H-pyrrolo[3,4-c]pyridin-1-one